P(=O)(OS)([O-])[O-] sulfanyl phosphate